4-(2-hydroxypropan-2-yl)benzamide HCl salt Cl.OC(C)(C)C1=CC=C(C(=O)N)C=C1